CN1C(=NN=C1C)C1=CC(=C(C=C1)NC=1N=CC2=C(N1)C(=NC(=C2)C)NCC(C)(C)C)OC N2-(4-(4,5-dimethyl-4H-1,2,4-triazol-3-yl)-2-methoxyphenyl)-6-methyl-N8-neopentylpyrido[3,4-d]pyrimidine-2,8-diamine